CC1(CN(CCC1=O)C(=O)OC(C)(C)C)C(=O)[O-] 1-tert-butyl 3-methyl-4-oxopiperidine-1,3-dicarboxylate